5-([5-methyl-4-oxo-3H,4H-pyrido[3,4-d]pyrimidin-3-yl]methyl)-2,3-dihydro-1,3,4-oxadiazol-2-one CC1=CN=CC=2N=CN(C(C21)=O)CC2=NNC(O2)=O